(2S,3S)-ethyl 3-((2-(3-chloro-5H-pyrrolo[2,3-b]pyrazin-7-yl)-5-fluoro-6-(thiophen-2-yl)pyrimidin-4-yl)amino)bicyclo[2.2.2]octane-2-carboxylate ClC1=CN=C2C(=N1)NC=C2C2=NC(=C(C(=N2)N[C@@H]2[C@H](C1CCC2CC1)C(=O)OCC)F)C=1SC=CC1